O=C1NC(CCC1C1=NN(C2=CC(=CC=C12)N1CCNCC1)C)=O 4-(3-(2,6-dioxopiperidin-3-yl)-1-methyl-1H-indazol-6-yl)piperazin